C(CC)C(=C)C(=C)CCC 2,3-Di-n-propyl-1,3-butadien